1,1,2,3,3-pentafluoro-3-(heptafluoro-propoxy)prop-1-ene FC(=C(C(OC(C(C(F)(F)F)(F)F)(F)F)(F)F)F)F